5-tert-butyl-N-[[4-[6-[2-[4-[4-(2,6-dioxo-3-piperidyl)phenyl]-1-piperidyl]ethoxymethyl]pyrrolo[2,1-f][1,2,4]triazin-4-yl]-2-methyl-phenyl]methyl]-1,2,4-oxadiazole-3-carboxamide C(C)(C)(C)C1=NC(=NO1)C(=O)NCC1=C(C=C(C=C1)C1=NC=NN2C1=CC(=C2)COCCN2CCC(CC2)C2=CC=C(C=C2)C2C(NC(CC2)=O)=O)C